C1=CC=CC=2C3=CC=CC=C3C(C12)COC(=O)N([C@H](C(=O)O)COCCC)C (2S)-2-[9H-fluoren-9-ylmethoxycarbonyl(methyl)amino]-3-propoxypropanoic acid